[(E)-2-ethoxyvinyl]thiazole-5-carbonitrile C(C)O/C=C/C=1SC(=CN1)C#N